N-(4-amino-5-ethoxypyridin-2-yl)propionamide hydrochloride Cl.NC1=CC(=NC=C1OCC)NC(CC)=O